N-{[3-({5-carbamoyl-2-[(6-methoxy-2-methyl-1,2,3,4-tetrahydroisoquinolin-7-yl)amino]pyrimidin-4-yl}amino)phenyl]methyl}-N-methylglycine C(N)(=O)C=1C(=NC(=NC1)NC1=C(C=C2CCN(CC2=C1)C)OC)NC=1C=C(C=CC1)CN(CC(=O)O)C